CC=1C(C(CCC1)(C)C)C(C=CC)=O 1-(2,6,6-Trimethyl-2-cyclohexenyl)-2-buten-1-on